BrC=1C(=C(OCCCC2(CCNCC2)F)C=CC1)C 4-[3-(3-bromo-2-methyl-phenoxy)propyl]-4-fluoro-piperidine